ClC=1C=C(C=CC1)N1CCCN(S1(=O)=O)CC(=O)NC1C2CC3CC(CC1C3)(C2)O 2-(6-(3-chlorophenyl)-1,1-dioxido-1,2,6-thiadiazinan-2-yl)-N-(5-hydroxyadamantane-2-yl)acetamide